(R)-5-chloro-6,7-difluoro-N-(pyrrolidin-3-ylmethyl)-1H-indole ClC=1C=C2C=CN(C2=C(C1F)F)C[C@H]1CNCC1